BrC1=C(C=C2CCN3C(C2=C1)=C(C=C3C(=O)OCC)CC(C)=O)OC ethyl 9-bromo-8-methoxy-1-(2-oxopropyl)-5,6-dihydropyrrolo[2,1-a]isoquinoline-3-carboxylate